[Cu].N1=NN=NC=C1 tetrazine copper